COC1=NC=C(C(=N1)OC)C=1C=C(C=2N(N1)C=CN2)[C@@H]2[C@H](C2)C2=CC=C(C(=O)O)C=C2 4-((1S,2S)-2-(6-(2,4-dimethoxypyrimidin-5-yl)imidazo[1,2-b]pyridazin-8-yl)cyclopropyl)benzoic acid